NC1=C2C(=NC=N1)N(N=C2C2=CC(=CC=C2)O)CC2=NC1=CC=CC(=C1C(N2C2=C(C=CC=C2)C)=O)C 2-[[4-Amino-3-(3-hydroxyphenyl)-1H-pyrazolo[3,4-d]pyrimidin-1-yl]methyl]-5-methyl-3-(2-methylphenyl)-4(3H)-quinazolinone